4-[3-[(2R,5S)-5-(aminomethyl)-3-oxo-1,4-thiazepan-2-yl]phenyl]benzonitrile NC[C@H]1NC([C@H](SCC1)C=1C=C(C=CC1)C1=CC=C(C#N)C=C1)=O